(2S,4aS,4bS,6aR,7S,7aR,8aS,8bS,8cR,10aS)-2-ethyl-7-((R)-5-hydroxy-5-methylhexan-2-yl)-4a,6a-dimethyloctadecahydrocyclopropa[4,5]cyclopenta[1,2-a]phenanthren-2-ol C(C)[C@@]1(CC[C@@]2([C@H]3CC[C@]4([C@H]([C@@H]3CC[C@H]2C1)[C@@H]1[C@H]([C@@H]4[C@H](C)CCC(C)(C)O)C1)C)C)O